C(C)C=1C(NC=2C=C(C=NC2C1)CC1CCN(CC1)C=1C=CC(=NC1)C(=O)NC)=O 5-(4-((7-ethyl-6-oxo-5,6-dihydro-1,5-naphthyridin-3-yl)methyl)piperidin-1-yl)-N-methylpicolinamide